NC1=C(C(=O)O)C=C(C(=C1F)Br)F 2-Amino-4-bromo-3,5-difluorobenzoic acid